BrC1=C(C=CC(=C1)S(=O)(=O)C1CCCC1)OC 2-Bromo-4-cyclopentylsulfonyl-1-methoxybenzene